tert-butyl (1R,5S,6r)-6-((2-(8-bromoimidazo[1,5-a]pyridin-3-yl)propan-2-yl)carbamoyl)-3-azabicyclo[3.1.1]heptane-3-carboxylate BrC=1C=2N(C=CC1)C(=NC2)C(C)(C)NC(=O)C2[C@H]1CN(C[C@@H]2C1)C(=O)OC(C)(C)C